6-[(2S)-3,3-dimethyl-2-[(2,2,2-trifluoroacetyl)amino]butanoyl]-6-azaspiro[3.4]octane-7-carboxylic acid CC([C@@H](C(=O)N1CC2(CCC2)CC1C(=O)O)NC(C(F)(F)F)=O)(C)C